N1C(=NC2=C1C=CC=C2)C2=C(C=CC(=C2)Cl)C=2C(=CC(=CC2)C(N[C@H](CCC)C2=CC=CC=C2)=O)C(=O)O 2'-(1H-1,3-benzodiazol-2-yl)-4'-chloro-4-{[(1R)-1-phenylbutyl]carbamoyl}-[1,1'-biphenyl]-2-carboxylic acid